hexanediamine terephthalic acid salt C(C1=CC=C(C(=O)O)C=C1)(=O)O.C(CCCCC)(N)N